C(C)(=O)N1C=CC2=CC=C(C(=C12)F)C1=C(C(=C(C(=N1)C(=O)OC)Cl)N)F Methyl 6-(1-acetyl-7-fluoro-1H-indol-6-yl)-4-amino-3-chloro-5-fluoropyridine-2-carboxylat